2-(Tetrahydro-2H-pyran-2-yl)-6-(4,4,5,5-tetramethyl-1,3,2-dioxaborolan-2-yl)pyridazin-3(2H)-one O1C(CCCC1)N1N=C(C=CC1=O)B1OC(C(O1)(C)C)(C)C